4-Amino-5-(3-((tert-butyldimethylsilyl)oxy)-4-methylphenyl)-2-{8-[(3-fluorophenyl)methyl]imidazo[1,2-a]pyrazin-6-yl}-5-methyl-5H-pyrrolo[2,3-d]pyrimidin-6(7H)-one NC=1C2=C(N=C(N1)C=1N=C(C=3N(C1)C=CN3)CC3=CC(=CC=C3)F)NC(C2(C)C2=CC(=C(C=C2)C)O[Si](C)(C)C(C)(C)C)=O